tris(dimethylamino)phosphine triphenylphosphite C1(=CC=CC=C1)OP(OC1=CC=CC=C1)OC1=CC=CC=C1.CN(C)P(N(C)C)N(C)C